5-(Benzyloxy)-N-methoxy-N-methyl-1-(tetrahydro-2H-pyran-2-yl)-1H-pyrazole-3-carboxamide C(C1=CC=CC=C1)OC1=CC(=NN1C1OCCCC1)C(=O)N(C)OC